N1CC(C1)CNC(=O)C1=C(C=C(C=C1)NC(=O)C=1N(C(=CN1)C1=C(C(=C(C=C1)OC)F)F)C)Cl N-[4-(azetidin-3-ylmethylcarbamoyl)-3-chloro-phenyl]-5-(2,3-difluoro-4-methoxy-phenyl)-1-methylimidazole-2-carboxamide